C1(CC1)C=1C(=NC(=NC1)NC=1C=C2CCN(CC2=CC1)C)NCCCNC(=O)C1CCC1 N-[3-[[5-cyclopropyl-2-[(2-methyl-3,4-dihydro-1H-isoquinolin-6-yl)amino]pyrimidin-4-yl]amino]propyl]cyclobutanecarboxamide